C(C)OC(=O)C=1[C@@H](N=C(NC1CN1C[C@H]2[C@@H](CC1)C(NC2)=O)C=2SC=CN2)C2=C(C(=CC=C2)F)C (S)-4-(3-fluoro-2-methylphenyl)-6-(((3aS,7aR)-1-oxooctahydro-5H-pyrrolo[3,4-c]pyridin-5-yl)methyl)-2-(thiazol-2-yl)-1,4-dihydropyrimidine-5-carboxylic acid ethyl ester